C1(CC1)NS(=O)(=O)C1=C(C=CC=C1)CNC(=O)C=1C=C(C=NC1OC)C1=CC=C2C(=NNC2=C1)C(=O)NC 6-[5-({[2-(cyclopropylsulfamoyl)phenyl]methyl}carbamoyl)-6-methoxypyridin-3-yl]-N-methyl-1H-indazole-3-carboxamide